10-methylhexadecanoate CC(CCCCCCCCC(=O)[O-])CCCCCC